(3S,3aS,6aR)-2-[(2S)-2-[(2,2,2-trifluoroacetyl)amino]butanoyl]-3,3a,4,5,6,6a-hexahydro-1H-cyclopenta[c]pyrrole-3-carboxylic acid FC(C(=O)N[C@H](C(=O)N1C[C@H]2[C@@H]([C@H]1C(=O)O)CCC2)CC)(F)F